FC1=CC=C(C=C1)CC(=O)C1C(OC(OC1=O)(C)C)=O 5-(2-(4-Fluorophenyl)acetyl)-2,2-dimethyl-1,3-dioxane-4,6-dione